C(CCCCC)(=O)O.S(=O)(=O)(O)C1C(=O)N(C(C1)=O)OC=1C(C(=O)N)=CC=C(C1)N=[N+]=[N-] sulfosuccinimidyl-(4-azidosalicylamide) caproate